(2R,6R)-4-((R)-1-(6-cyclopropyl-3-fluoropyridin-2-yl)-3-methoxypropyl)-1-isobutyryl-6-methyl-N-(4-(pyrimidin-2-yl)benzyl)piperazine-2-carboxamide C1(CC1)C1=CC=C(C(=N1)[C@@H](CCOC)N1C[C@@H](N([C@@H](C1)C)C(C(C)C)=O)C(=O)NCC1=CC=C(C=C1)C1=NC=CC=N1)F